(2S,5R)-5-(2,3-difluorophenyl)-1-(2'-methoxy-4'-(methylsulfonylamino)-[1,1'-biphenyl]-4-carbonyl)pyrrolidine-2-carboxylic acid FC1=C(C=CC=C1F)[C@H]1CC[C@H](N1C(=O)C1=CC=C(C=C1)C1=C(C=C(C=C1)NS(=O)(=O)C)OC)C(=O)O